1-(5-((3-((4'-chloro-5,5-dimethyl-3,4,5,6-tetrahydro-[1,1'-biphenyl]-2-yl)methyl)-3,8-diazabicyclo[3.2.1]oct-8-yl)methyl)-1-oxoisoindolin-2-yl)dihydropyrimidine-2,4(1H,3H)-dione ClC1=CC=C(C=C1)C1=C(CCC(C1)(C)C)CN1CC2CCC(C1)N2CC=2C=C1CN(C(C1=CC2)=O)N2C(NC(CC2)=O)=O